1,4,8,12-tetraazapentadecane NCCNCCCNCCCNCCC